(E)-N-(4-hydroxybutyl)-2-methylbut-2-enamide OCCCCNC(\C(=C\C)\C)=O